1-Dodecyl-3-propylpiperidinium triflat [O-]S(=O)(=O)C(F)(F)F.C(CCCCCCCCCCC)[NH+]1CC(CCC1)CCC